1-(2-hydroxy-3-methyl-phenyl)-1-(3-methyl-4-hydroxyphenyl)eicosatriene OC1=C(C=CC=C1C)C(=CC=CC=CCCCCCCCCCCCCCC)C1=CC(=C(C=C1)O)C